Tert-butyl (3aS,6aR)-2-(2,3-dihydrobenzofuran-5-yl)-3a,4,6,6a-tetrahydropyrrolo[3,4-d]imidazole-5(1H)-carboxylate O1CCC2=C1C=CC(=C2)C2=N[C@@H]1[C@H](N2)CN(C1)C(=O)OC(C)(C)C